C(#N)C=1[N-]C=CC1 2-Cyanopyrrolide